5,5-bis(4-hydroxyphenyl)hydantoin OC1=CC=C(C=C1)C1(C(NC(N1)=O)=O)C1=CC=C(C=C1)O